ClC1=CC=CC(=N1)N1N=C(C=C1)OC1=CC(=C(C=C1C)N=CN1CCOCC1)C N-{4-[[1-(6-chloropyridin-2-yl)-1H-pyrazol-3-yl]oxy]-2,5-dimethylphenyl}-1-morpholinomethyleneimine